CN1[C@@H]([C@H](CC1=O)C(NCCOCC(NCCOCCC(NCCOCC(=O)OC(C)(C)C)=O)=O)=O)C=1C=NC=CC1 tert-butyl 1-((2S,3S)-1-methyl-5-oxo-2-(pyridin-3-yl)pyrrolidin-3-yl)-1,7,14-trioxo-5,11,18-trioxa-2,8,15-triazaicosan-20-oate